tert-butyl (3R,6S)-3,6-dihydroxy-2,3,6,7-tetrahydro-1H-azepine-1-carboxylate O[C@H]1CN(C[C@H](C=C1)O)C(=O)OC(C)(C)C